NN1C([C@@H](N=C(C2=C1C=CC(=C2Cl)C(F)(F)F)C2=NC(=CC=C2Cl)OC)C)=O (3S)-1-amino-6-chloro-5-(3-chloro-6-methoxy-2-pyridinyl)-3-methyl-7-(trifluoromethyl)-3H-1,4-benzodiazepine-2-One